methyl 7-((5-(4-(2-oxopyrrolidin-1-yl)phenyl)pyridin-2-yl)amino)-2,3-dihydro-1H-pyrido[2,3-b][1,4]oxazine-1-carboxylate O=C1N(CCC1)C1=CC=C(C=C1)C=1C=CC(=NC1)NC1=CC2=C(OCCN2C(=O)OC)N=C1